BrC1=CC=C(C(=N1)OC)OC=1N=C(SC1C(C)=O)C 1-[4-[(6-bromo-2-methoxy-3-pyridyl)oxy]-2-methyl-thiazol-5-yl]ethanone